C(#N)C=1C=C(C=CC1CN1C[C@H](CC1)CO)C=1C(=C(C=CC1)C1=C(C(=CC=C1)C=1OC2=C(N1)C=C(C(=C2)OC(F)F)CN2[C@@H](CCC2)C(=O)O)C)C ((2-(3''-cyano-4''-(((S)-3-(hydroxymethyl)pyrrolidin-1-yl)methyl)-2,2'-dimethyl-[1,1':3',1''-terphenyl]-3-yl)-6-(difluoromethoxy)benzo[d]oxazol-5-yl)methyl)-L-proline